tert-butyl (1S,2S,3S,6R,7S)-3-{[(1S)-1-carbamoyl-2-[(3S)-2-oxopyrrolidin-3-yl] ethyl] carbamoyl}-9-methylene-4-azatricyclo[5.2.1.0{2,6}]decane-4-carboxylate C(N)(=O)[C@H](C[C@H]1C(NCC1)=O)NC(=O)[C@@H]1[C@H]2[C@H]3C(C[C@@H]([C@H]2CN1C(=O)OC(C)(C)C)C3)=C